N-(2-fluoroethyl)sulfamic acid 4-nitrophenyl ester [N+](=O)([O-])C1=CC=C(C=C1)OS(NCCF)(=O)=O